COC1=CC=C(COC=2C(=C(C=NC2C)CO)CO)C=C1 (5-((4-methoxybenzyl)oxy)-6-methylpyridine-3,4-diyl)dimethanol